C1=C(C=CC2=CC=CC=C12)S(=O)(=O)[O-] Naphthalene-2-sulfonate